FC1=CC2=C(CN(S2)C)C=C1 6-fluoro-2-methylbenzo[d]isothiazole